FC(OC1=NC(=CC(=C1)C(=C)OCC)C)F 2-(difluoromethoxy)-4-(1-ethoxyvinyl)-6-methyl-pyridine